Cl.C(C1=CC=CC=C1)OC1=NC(=CC=C1C1=NC=C(C=C1)N1CCNCC1)OCC1=CC=CC=C1 2',6'-bis(benzyloxy)-5-(piperazin-1-yl)-2,3'-bipyridine HCl salt